4-(3-aminopropyl)benzene-1,2-diol NCCCC=1C=C(C(=CC1)O)O